N1=C2C(=CC=C1)C(OC2=O)=O furo[3,4-b]pyridine-5,7-dione